CC(CCCCCC)C(C(CC(CCCCCCCC)C(C)CCCCCC)C(C)CCCCCC)OC(=O)C1C(CC(C1)C(=O)O)C(=O)O cyclopentane-1,2,4-tricarboxylic acid-1,2,4-tris-2-octyldodecyl ester